6-[5,6-difluoro-8-(methylamino)-4-morpholino-9H-pyrido[2,3-b]indol-3-yl]-1-methyl-4-oxo-1,8-naphthyridine-3-carboxylic acid FC1=C2C3=C(NC2=C(C=C1F)NC)N=CC(=C3N3CCOCC3)C=3C=C1C(C(=CN(C1=NC3)C)C(=O)O)=O